(isobutylcyclopentadienyl)tris(dimethylamino)hafnium C(C(C)C)C1(C=CC=C1)[Hf](N(C)C)(N(C)C)N(C)C